ClC=1C=CC(=C(C1)C=1N=CN(C(C1)=O)[C@H](C(=O)NC1=CC2=CN(N=C2C=C1)C(F)F)CC)N1N=NC(=C1)Cl (S)-2-(4-(5-chloro-2-(4-chloro-1H-1,2,3-triazol-1-yl)phenyl)-6-oxopyrimidin-1(6H)-yl)-N-(2-difluoromethyl-2H-5-indazolyl)butanamide